5-[(8aS)-3,4,6,7,8,8a-hexahydro-1H-pyrrolo[1,2-a]pyrazin-2-yl]thiazol-2-amine C1[C@H]2N(CCN1C1=CN=C(S1)N)CCC2